5-bromo-2-nitro-3-((1-(piperidin-4-yl)-1H-pyrazol-4-yl)oxy)pyridine BrC=1C=C(C(=NC1)[N+](=O)[O-])OC=1C=NN(C1)C1CCNCC1